CN(C(C(=O)N(C1=C(C=CC=C1)OCC)C)=O)C1=CC=C(C=C1)CC dimethyl-N-(2-ethoxyphenyl)-N'-(4-ethylphenyl)-ethanediamide